pentyl-3-methyl-6-(oxazol-2-yl)-4-oxo-4,5,6,7-tetrahydrobenzofuran-2-carboxylate C(CCCC)OC(=O)C=1OC2=C(C1C)C(CC(C2)C=2OC=CN2)=O